COC(CO[Si](C1=CC=CC=C1)(C1=CC=CC=C1)C(C)(C)C)=O 2-((tert-Butyldiphenylsilyl)oxy)acetic acid methyl ester